C(C)(C)OC1C2C3C4C=CC(C3C(C1)C2)C4 8-(i-propoxy)-tetracyclo[4.4.0.12,5.17,10]-3-dodecene